N[C@H](CO)C=1SC(=CC1)Cl (2R)-2-amino-2-(5-chloro-2-thienyl)ethanol